7-amino-24-[(2,6-difluorophenyl)(hydroxy)methyl]-5α-cholan-3-P,4β-diol NC1[C@H]2[C@@H]3CC[C@H]([C@@H](CCCC(O)C4=C(C=CC=C4F)F)C)[C@]3(CC[C@@H]2[C@]2(CCC([C@@H]([C@@H]2C1)O)O)C)C